FC1=C(C=C2C=NNC2=C1)NC(=O)C1=C(NC(CC1C1=CC=C(C=C1)C(F)(F)F)=O)C N-(6-fluoro-1H-indazol-5-yl)-2-methyl-6-oxo-4-(4-(trifluoromethyl)phenyl)-1,4,5,6-tetrahydropyridine-3-carboxamide